CC1C(CCCC1N)N methyl-2,6-cyclohexanediamine